7-(3-(N-(4,5-dimethyloxazol-2-yl)sulfamoyl)phenyl)heptanoic acid CC=1N=C(OC1C)NS(=O)(=O)C=1C=C(C=CC1)CCCCCCC(=O)O